ClC=1C=C2C=C(NC2=CC1OCCC1=NOC(=C1)C)CNC(=O)C1(CC1)C N-((5-chloro-6-(2-(5-methylisoxazol-3-yl)ethoxy)-1H-indol-2-yl)methyl)-1-methylcyclopropane-1-carboxamide